ClC=1C=NN(C1)C1=CC=C(C=N1)[C@H](C)N(C(OC(C)(C)C)=O)C Tert-butyl (S)-(1-(6-(4-chloro-1H-pyrazol-1-yl)pyridin-3-yl)ethyl)(methyl)carbamate